((2r,4r,5S)-4-amino-5-fluorotetrahydro-2H-pyran-2-yl)((S)-1-(4-fluorophenyl)-3,4-dihydroisoquinolin-2(1H)-yl)methanone N[C@@H]1C[C@@H](OC[C@H]1F)C(=O)N1[C@H](C2=CC=CC=C2CC1)C1=CC=C(C=C1)F